FC1=C(C=C(C=C1)F)SC=1N=CC(=NC1)N1CCC2([C@@H](C=3N(N=CC3)C2)N)CC1 (S)-1-(5-((2,5-difluorophenyl)thio)pyrazin-2-yl)-4'H,6'H-spiro[piperidine-4,5'-pyrrolo[1,2-b]pyrazol]-4'-amine